CNCCCCCNC N,N'-dimethylpentane-1,5-diamine